ClC=1C(N(C(=CC1OCC1=NC=C(C=C1F)F)C)C1=CC(=NC=C1C)C1=NC(=NC=C1)C(CO)(C)C)=O (S)-3-chloro-4-((3,5-difluoropyridin-2-yl)methoxy)-2'-(2-(1-hydroxy-2-methylpropan-2-yl)pyrimidin-4-yl)-5',6-dimethyl-2H-[1,4'-bipyridin]-2-one